N1N=CC=C2C1=CC=N2 PYRROLO-PYRIDAZINE